Cl.N[C@@H](CC1=CC=CC=C1)C(=O)OC methyl L-phenylalaninate, hydrochloride